C(C)OC(C(CCC(C)C)N1C(C=C(C(=C1)\C=C\OCC)C(F)(F)F)=O)=O.CC(C(=O)NC1CCN(CC1)C)(COC=1C=NC=CC1C(F)(F)F)C 2,2-dimethyl-N-(1-methylpiperidin-4-yl)-3-((4-(trifluoromethyl)pyridin-3-yl)oxy)propanamide (E)-ethyl-2-(5-(2-ethoxyvinyl)-2-oxo-4-(trifluoromethyl)pyridin-1(2H)-yl)-5-methylhexanoate